C(N)(=O)C=1N=C2C(=NC1)N(C(S2)=N)C/C=C/CNC(OC(C)(C)C)=O tert-butyl (E)-(4-(6-carbamoyl-2-iminothiazolo[4,5-b]pyrazin-3(2H)-yl)but-2-en-1-yl)carbamate